N1=CC(=CC=C1)NC=1C=C(C=NC1)C1=CC2=C(NC(O2)=O)C=C1 6-(5-(pyridin-3-ylamino)pyridin-3-yl)benzo[d]oxazol-2(3H)-one